O1CCC(=CC1)C1=NN2C(N3C(=C(C2=O)N2CCNCC2)CC[C@@H]3C(=O)NC3=CC=C(C=C3)C(F)(F)F)=N1 |r| rac-2-(3,6-dihydro-2H-pyran-4-yl)-5-oxo-6-(piperazin-1-yl)-N-(4-(trifluoromethyl)phenyl)-5,7,8,9-tetrahydropyrrolo[1,2-c][1,2,4]triazolo[1,5-a]pyrimidine-9-carboxamide